methyl 2-[[(2R)-2-(tert-butoxycarbonylamino)propyl]amino]-2-(3,4-dichlorophenyl)acetate C(C)(C)(C)OC(=O)N[C@@H](CNC(C(=O)OC)C1=CC(=C(C=C1)Cl)Cl)C